CC=1C=CC=C(C1)C 3,5-Dimethylbenzene